C(#N)C1=C(CC(C(N1C1=CC=C(C=C1)F)=O)C(=O)N)C1CC1 6-cyano-5-cyclopropyl-1-(4-fluorophenyl)-2-oxo-1,4-dihydropyridine-3-carboxamide